ClC=1C(=C(C=CC1Cl)O)C1CC=2C(=NN(C2CC)C)C1 3,4-dichloro-2-(3-ethyl-2-methyl-2,4,5,6-tetrahydrocyclopenta[c]pyrazol-5-yl)phenol